C(#N)C1=CC=C(C=C1)NC(=O)NC1=C2C=CN=CC2=CC=C1 1-(4-cyanophenyl)-3-(isoquinolin-5-yl)urea